BrC=1N=CC(N(C1)C)=O 5-bromo-1-methyl-1,2-dihydro-pyrazin-2-one